CC=1C=C2C(=NC=NC2=CC1)C=O (6-methylquinazolin-4-yl)methanone